2-chloro-N,N-dimethyl-1,3-benzothiazole-6-carboxamide ClC=1SC2=C(N1)C=CC(=C2)C(=O)N(C)C